ClC=1C=C(C=C(C1F)Cl)C1(CC(=NO1)C1=CC(=C(C(=O)N(C2=NN(C(=N2)C(F)(F)F)C)C)C=C1)C)C(F)(F)F 4-(5-(3,5-dichloro-4-fluorophenyl)-5-(trifluoromethyl)-4,5-dihydroisoxazol-3-yl)-N,2-dimethyl-N-(1-methyl-5-(trifluoromethyl)-1H-1,2,4-triazol-3-yl)benzamide